O-[2-[3-(difluoromethyl)isoxazol-5-yl]-3-fluoro-phenyl] N,N-dimethylcarbamothioate CN(C(OC1=C(C(=CC=C1)F)C1=CC(=NO1)C(F)F)=S)C